C(#N)C[C@](C(=O)N1CCOC2=C(C1)C=NC=C2C#N)(CC)C |r| Racemic-4-[2-(cyanomethyl)-2-methyl-butyryl]-3,5-dihydro-2H-pyrido[3,4-f][1,4]oxaazepine-9-Formonitrile